C(#N)C1=CC=C(C=C1)C(CN[C@@H](C(=O)NC1=NC=C(C=C1)N1C(CN(C(C1)=O)C)C)C1=CC=CC=C1)C (R)-2-((2-(4-cyanophenyl)propyl)amino)-N-(5-(2,4-dimethyl-5-oxopiperazin-1-yl)pyridin-2-yl)-2-phenylacetamide